tert-butyl (4E)-4-hydroxyimino-2,2-dimethyl-piperidine-1-carboxylate O\N=C/1\CC(N(CC1)C(=O)OC(C)(C)C)(C)C